N1=CC(=CC=C1)C1=C(C=CC=C1C#N)C1=CC=CC=C1 (pyridin-3-yl)-[1,1'-biphenyl]-3-carbonitrile